1-(2-iodophenyl)-(S)-1-methoxymethoxypropyl-(S)-2-propylcarbamate IC1=C(C=CC=C1)C[C@H](C)N(C([O-])=O)[C@H](CC)OCOC